C(C)(C)OC(NCC1=C2C=CC=NC2=CC=C1)=O.C1(CC1)C(=O)NC1=NC=C(C(=O)NC([2H])([2H])[2H])C(=C1)NC1=CSC=2C(=NN(C(C21)=O)CC)C 6-(Cyclopropanecarboxamido)-4-((5-ethyl-7-methyl-4-oxo-4,5-dihydrothieno[2,3-d]pyridazin-3-yl)amino)-N-(methyl-d3)nicotinamide isopropyl-N-(5-quinolylmethyl)carbamate